[O-]CCCC.[Na+] sodium N-butoxide